2-(1-(5-(benzyloxy)-2-bromophenyl)ethoxy)-2-cyclohexylacetic acid C(C1=CC=CC=C1)OC=1C=CC(=C(C1)C(C)OC(C(=O)O)C1CCCCC1)Br